(2'S)-2'-[(2R)-2-methyl-3-{[(5R)-5-methyl-5,6,7,8-tetrahydroquinolin-4-yl]oxy}propyl]-2',3'-dihydrospiro[cyclohexane-1,1'-inden]-4-one C[C@H](C[C@@H]1C2(C3=CC=CC=C3C1)CCC(CC2)=O)COC2=CC=NC=1CCC[C@H](C21)C